ClC=1C(=NC(=C(C1)F)N1C(N(C(=CC1=O)C(F)(F)F)C)=O)OC1=C(OCC(=O)OCC)C=CC=C1 ethyl 2-[2-[[3-chloro-5-fluoro-6-[3-methyl-2,6-dioxo-4-(trifluoromethyl)pyrimidin-1-yl]-2-pyridyl]oxy]phenoxy]acetate